4-(4-(4-fluorophenyl)-1-(1-phenylethyl)-1H-imidazol-5-yl)-1H-pyrrolo[2,3-b]Pyridine FC1=CC=C(C=C1)C=1N=CN(C1C1=C2C(=NC=C1)NC=C2)C(C)C2=CC=CC=C2